2,5-diphenyl-3,4-thiophenedicarboxylic acid C1(=CC=CC=C1)C=1SC(=C(C1C(=O)O)C(=O)O)C1=CC=CC=C1